N-(((1S,5R)-1-amino-3-azabicyclo[3.1.0]hexan-3-yl)sulfonyl)-5-chloro-4-(cyclopentylmethoxy)-2-fluorobenzamide 2,2,2-trifluoroacetate FC(C(=O)O)(F)F.N[C@@]12CN(C[C@H]2C1)S(=O)(=O)NC(C1=C(C=C(C(=C1)Cl)OCC1CCCC1)F)=O